ClC=1C=C(C=NC1N1N=CC=N1)NC(=O)C=1C=NN(C1C(F)(F)F)C1=NC(=C(C=C1)F)N1CC(C1)O N-(5-chloro-6-(2H-1,2,3-triazol-2-yl)pyridin-3-yl)-1-(5-fluoro-6-(3-hydroxyazetidine-1-Yl)pyridin-2-Yl)-5-(trifluoromethyl)-1H-pyrazole-4-carboxamide